(S)-2-(2-(3-(ethoxymethyl)-1-(1-(6-methylpyridin-3-yl)cyclopropyl)pyrrolidin-3-yl)ethyl)imidazo[2,1-b]thiazole C(C)OC[C@@]1(CN(CC1)C1(CC1)C=1C=NC(=CC1)C)CCC1=CN2C(S1)=NC=C2